(phthalimide) methyl-levulinate COC(CCC(=O)C)=O.C1(C=2C(C(N1)=O)=CC=CC2)=O